(E)-1-(4-Hydroxyphenyl)-3-[4-methoxy-3-[(4-propan-2-ylphenoxy)methyl]phenyl]prop-2-en-1-one OC1=CC=C(C=C1)C(\C=C\C1=CC(=C(C=C1)OC)COC1=CC=C(C=C1)C(C)C)=O